(Z,E)-11,13-hexadecadienyl acetate C(C)(=O)OCCCCCCCCCC\C=C/C=C/CC